N-(8,9-difluoro-6-oxo-1,4,5,6-tetrahydro-2H-pyrano[3,4-c]isoquinolin-1-yl)-3-(3-fluorophenoxy)-N-methylbenzamide FC=1C(=CC=2C3=C(NC(C2C1)=O)COCC3N(C(C3=CC(=CC=C3)OC3=CC(=CC=C3)F)=O)C)F